tert-butyl(2-(3-(4,4,5,5-tetramethyl-1,3,2-dioxaborolan-2-yl)phenyl)propan-2-yl)carbamate C(C)(C)(C)OC(NC(C)(C)C1=CC(=CC=C1)B1OC(C(O1)(C)C)(C)C)=O